FS(C1=CC=C(N[C@@H]2CC[C@H](CC2)S(=O)(=O)C2=CC=C(C=C2)C=2C=CC=3N(C2)C(=NN3)C(F)F)C=C1)(F)(F)(F)F 4-(pentafluoro-λ6-sulfanyl)-N-[trans-4-{4-[3-(difluoromethyl)-[1,2,4]triazolo[4,3-a]pyridin-6-yl]benzenesulfonyl}cyclohexyl]aniline